COCOC=1C=C2C(=NN(C2=C2C1C=CC=C2)C2=CC=CC=C2)COC 5-(methoxymethyloxy)-3-(methoxymethyl)-1-phenyl-1H-benzo[g]indazole